7-(3-azabicyclo[3.1.0]hexan-1-ylethynyl)-N-(3,4-dichloro-2-fluorophenyl)-6-nitroquinazolin-4-amine C12(CNCC2C1)C#CC1=C(C=C2C(=NC=NC2=C1)NC1=C(C(=C(C=C1)Cl)Cl)F)[N+](=O)[O-]